C(C1=CC=CC=C1)OC=1C=CC(=NC1)C#N 5-(benzyloxy)picolinonitrile